(E)-2-[1-(aminomethyl)-2-fluoro-vinyl]-N-tert-butyl-3,4-dihydro-2H-1,4-benzoxazine-6-carboxamide hydrochloride Cl.NC/C(=C\F)/C1OC2=C(NC1)C=C(C=C2)C(=O)NC(C)(C)C